FC=1C=C2C=C(C=NC2=CC1)O 6-Fluoro-3-hydroxyquinoline